methyl (2S)-3-[5-methyl-2-(2H-1,2,3-triazol-2-yl) benzoyl]-1,3-oxazinane-2-carboxylate CC=1C=CC(=C(C(=O)N2[C@@H](OCCC2)C(=O)OC)C1)N1N=CC=N1